NC1=C(C=CC(=C1)F)NC(/C=C/C=1C=C2CCC(C2=CC1)NC(C1=CC=C(C=C1)N(CC)CC)=O)=O (E)-N-(5-(3-((2-amino-4-fluorophenyl)amino)-3-oxoprop-1-en-1-yl)-2,3-dihydro-1H-inden-1-yl)-4-(diethylamino)benzamide